FC(C(=O)C1=CC=C(C=C1)CCC)(F)F 2,2,2-Trifluoro-1-(4-propylphenyl)ethan-1-one